C(C)(=O)N=[N+]=[N-] acetyl azide